FC(C(=O)N)([C@@H](O)C1=CC=C(C=C1)F)F (S)-2,2-difluoro-3-(4-fluorophenyl)-3-hydroxypropionamide